C1(=CCCCC1)C1(C(NC(NC1=O)=O)=O)CC 5-(1-cyclohexenyl)-5-ethyl-barbituric acid